[1,3-bis(2,6-diisopropylphenyl)imidazolidine-2-ylidene](3-chloropyridyl)palladium(II) dichloride C(C)(C)C1=C(C(=CC=C1)C(C)C)N1C(N(CC1)C1=C(C=CC=C1C(C)C)C(C)C)=[Pd-3](C1=NC=CC=C1Cl)(Cl)Cl